ClC=1C=C2C(=NC1N1CCC(CC1)(F)F)NN=C2C(=O)OC(C)(C)C tert-Butyl 5-chloro-6-(4,4-difluoropiperidin-1-yl)-1H-pyrazolo[3,4-b]pyridine-3-carboxylate